N1-(5-fluoro-6,7-dimethoxyquinazolin-4-yl)benzene-1,4-diamine FC1=C2C(=NC=NC2=CC(=C1OC)OC)NC1=CC=C(C=C1)N